N-(2-((2-methoxyethoxy)methoxy)-5-(1-oxo-6-(5-(trifluoromethyl)quinolin-8-yl)-3,4-dihydroisoquinolin-2(1H)-yl)phenyl)methanesulfonamide COCCOCOC1=C(C=C(C=C1)N1C(C2=CC=C(C=C2CC1)C=1C=CC(=C2C=CC=NC12)C(F)(F)F)=O)NS(=O)(=O)C